CC(C)(C)C1=CC(=CC(=C1)C)C 1-(1,1-dimethylethyl)-3,5-dimethylbenzene